2,4-difluoro-3-([[3-isopropyl-1-(oxan-2-yl)pyrazolo[3,4-b]pyridin-5-yl]oxy]methyl)aniline FC1=C(N)C=CC(=C1COC=1C=C2C(=NC1)N(N=C2C(C)C)C2OCCCC2)F